1-((5-(2,6-dioxopiperidin-3-yl)-6-oxo-5,6-dihydro-4H-thieno[2,3-c]pyrrol-2-yl)methyl)-3-(3-methoxy-4-methylphenyl)urea O=C1NC(CCC1N1C(C2=C(C1)C=C(S2)CNC(=O)NC2=CC(=C(C=C2)C)OC)=O)=O